ClC1=C2C(=NC=C1)NCC2(CC)C=2C=C(C=CC2)N2C(CN(CC2)CCCN2CCN(CC2)C=2C=C1C(N(C(C1=CC2)=O)C2C(NC(CC2)=O)=O)=O)=O 5-(4-{3-[4-(3-{4-chloro-3-ethyl-1H-pyrrolo[2,3-b]pyridin-3-yl}phenyl)-3-oxopiperazin-1-yl]propyl}piperazin-1-yl)-2-(2,6-dioxopiperidin-3-yl)isoindole-1,3-dione